3-(N-phenyl)aminoPropyltrimethoxysilane C1(=CC=CC=C1)NCCC[Si](OC)(OC)OC